N'-{(2S,3R)-4,4-difluoro-1-(1-hydroxy-cyclobutane-1-carbonyl)-2-[(2,2',3'-trifluoro[1,1'-biphenyl]-3-yl)methyl]-pyrrolidin-3-yl}-N,N-dimethylsulfuric diamide FC1([C@@H]([C@@H](N(C1)C(=O)C1(CCC1)O)CC=1C(=C(C=CC1)C1=C(C(=CC=C1)F)F)F)NS(N(C)C)(=O)=O)F